ClC1=CC=C2C(C(N(C2=C1)OC)=O)(C)C1=CC=C(C=C1)Cl 6-chloro-3-(4-chlorophenyl)-1-methoxy-3-methylindoline-2-one